C(C)(C)(C)C1=C(C(C(=O)O)=CC(=C1)C(C)(C)C)O 3,5-ditertbutyl-salicylic acid